O=C1OC2(CCCC2)OC(C1=IC=1C=C(C=CC1)C=1N=C(OC1C(=O)OCC)C)=O Ethyl 4-(3-((7,9-dioxo-6,10-dioxaspiro[4.5]decan-8-ylidene)-λ3-iodanyl)phenyl)-2-methyloxazole-5-carboxylate